2-(bis(3-chloro-4-fluorophenyl)methyl)-N-(3-(dimethylamino)propyl)-1H-imidazole-5-sulfonamide ClC=1C=C(C=CC1F)C(C=1NC(=CN1)S(=O)(=O)NCCCN(C)C)C1=CC(=C(C=C1)F)Cl